C1(CC1)S(=O)(=O)NC1=NC=CC(=N1)C1(CN(C1)C(=O)OC(C)(C)C)C(NC1=NC=C(C=C1)C1=NC(=CN=C1)OCC)=O tert-butyl 3-(2-(cyclopropanesulfonamido)pyrimidin-4-yl)-3-((5-(6-ethoxypyrazin-2-yl)pyridin-2-yl)carbamoyl)azetidine-1-carboxylate